4-[1-(2,4-difluorophenyl)-4-hydroxy-pyrazolo[3,4-d]pyrimidin-6-yl]morpholin-3-one FC1=C(C=CC(=C1)F)N1N=CC=2C1=NC(=NC2O)N2C(COCC2)=O